1,4-bis(3-bromopropionyl)piperazine BrCCC(=O)N1CCN(CC1)C(CCBr)=O